N4-[2-(5-chloro-2-fluoro-phenyl)pyrimidin-4-yl]-N2-[4-[4-(dimethylamino)-1-piperidyl]phenyl]pyrimidine-2,4-diamine ClC=1C=CC(=C(C1)C1=NC=CC(=N1)NC1=NC(=NC=C1)NC1=CC=C(C=C1)N1CCC(CC1)N(C)C)F